OC=1C=C2CC[C@@H]([C@@H](C2=CC1)C1=CC=C(OCCCCCNCC2=CC=C(OCC=3SC=C4C3CN(C4=O)C4C(NC(CC4)=O)=O)C=C2)C=C1)C1=CC=CC=C1 3-(1-((4-(((5-(4-((1R,2S)-6-Hydroxy-2-phenyl-1,2,3,4-tetrahydronaphthalen-1-yl)phenoxy)pentyl)amino)methyl)phenoxy)methyl)-4-oxo-4H-thieno[3,4-c]pyrrol-5(6H)-yl)piperidine-2,6-dione